2,2'-BipyRidine N1=C(C=CC=C1)C1=NC=CC=C1